NC(CCCC(=O)O)C δ-aminohexanoic acid